ClC=1C=C2C(=C(C1Cl)F)NC([C@]21CN(CC1)C(CO)=O)=O (S)-5,6-dichloro-7-fluoro-1'-(2-hydroxyacetyl)spiro[indoline-3,3'-pyrrolidin]-2-one